(R)-8-bromo-7-chloro-3-cyclohexyl-2,5-dimethyl-2,3,4,5-tetrahydrobenzo[f][1,2,5]thiadiazepine 1,1-dioxide BrC1=CC2=C(N(C[C@H](N(S2(=O)=O)C)C2CCCCC2)C)C=C1Cl